[N+](=O)([O-])C1=CC=C(C=C(C=O)Br)C=C1 p-nitro-α-bromocinnamaldehyde